FC(C1=NN(C(=C1)C1=C(C=C(C=C1)NC(C1=C(C=C(C=C1F)F)F)=O)F)C)F N-(4-(3-(difluoromethyl)-1-methyl-1H-pyrazol-5-yl)-3-fluorophenyl)-2,4,6-trifluorobenzamide